itaconic acid, 3-butenoic acid salt C(CC=C)(=O)O.C(C(=C)CC(=O)O)(=O)O